C(C1=CC=CC=C1)OC1=NC(=CC=C1C1=CC(=C(C=C1)N1CC(CC1)N1CCN(CC1)NC(OC(C)(C)C)=O)F)OCC1=CC=CC=C1 tert-butyl (4-(1-(4-(2,6-bis(benzyloxy)pyridin-3-yl)-2-fluorophenyl)pyrrolidin-3-yl)piperazin-1-yl)carbamate